O=C1NC(CCC1N1C(C2=CC=CC(=C2C1=O)NCCCCCCCCCO)=O)=O 2-(2,6-dioxopiperidin-3-yl)-4-((9-hydroxynonyl)amino)isoindoline-1,3-dione